C(#N)C1=CC=C(C=2N1N=CC2)N2C[C@@H](O[C@@H](C2)C)C(=O)NC2CC1COCC(C2)N1 endo-(2r,6r)-4-(7-cyanopyrazolo[1,5-a]pyridin-4-yl)-6-methyl-N-[3-oxa-9-azabicyclo[3.3.1]nonan-7-yl]morpholine-2-carboxamide